C(C(=O)[O-])(=O)ON(CCN(OC(C(=O)[O-])=O)OC(C(=O)[O-])=O)OC(C(=O)[O-])=O ethylenediamine tetraoxalate